C(CCCCCCC)N(C(C=C)=O)CCCCCCCC N,N-di-n-octyl-acrylamide